C1CC12CC(C2)C2=NNC(=C2)C(=O)OC Methyl 3-(spiro[2.3]hexan-5-yl)-1H-pyrazole-5-carboxylate